CS(=O)(=O)NC=1C=C(C=CC1)NC(=O)C1=CC(=CS1)C(=O)O 5-[(3-methanesulfonamidophenyl)carbamoyl]thiophene-3-carboxylic acid